3,4-dimethoxyphenyl formate C(=O)OC1=CC(=C(C=C1)OC)OC